8-((4-((4-chlorophenyl)(cyclopropylmethyl)amino)cyclohexyl)(methyl)amino)-5-methyl-6-oxo-5,6-dihydro-1,5-naphthyridine-2-carbonitrile ClC1=CC=C(C=C1)N(C1CCC(CC1)N(C1=CC(N(C=2C=CC(=NC12)C#N)C)=O)C)CC1CC1